tert-butyl 4-(3-(3-chloro-4-(methyl(4,4,4-trifluorobutyl)carbamoyl) phenylamino)azetidin-1-yl)piperidine-1-carboxylate ClC=1C=C(C=CC1C(N(CCCC(F)(F)F)C)=O)NC1CN(C1)C1CCN(CC1)C(=O)OC(C)(C)C